CC(=O)N[C@@H]1[C@H]([C@H]([C@H](O[C@H]1[Se]C)CO)O)O The molecule is a monosaccharide derivative that is N-acetyl-beta-D-galactosamine in which the anomeric hydroxy group is replaced by a methylseleno group. It has a role as a human xenobiotic metabolite. It is an organoselenium compound and a monosaccharide derivative. It derives from a methyl N-acetyl-beta-D-galactosaminide.